5-{2-acetamido-3-methylimidazo[1,2-b]pyridazin-6-yl}-N-{[4-fluoro-3-(trifluoromethoxy)phenyl]methyl}-2-methoxypyridine-3-carboxamide C(C)(=O)NC=1N=C2N(N=C(C=C2)C=2C=C(C(=NC2)OC)C(=O)NCC2=CC(=C(C=C2)F)OC(F)(F)F)C1C